CC1=CC(OC2=C(C(=CC=C12)C(=O)O)C)=O 4,8-dimethyl-7-carboxycoumarin